N-propylthio-succinimide C(CC)SN1C(CCC1=O)=O